N-{6-[(5-cyclopropyl-1H-pyrazol-3-yl)amino]-5-methoxy-1,2-benzoxazol-3-yl}-4-(4,4-difluoropiperidin-3-yl)-2,6-dimethoxy-N-[(4-methoxyphenyl)methyl]benzene-1-sulfonamide C1(CC1)C1=CC(=NN1)NC1=CC2=C(C(=NO2)N(S(=O)(=O)C2=C(C=C(C=C2OC)C2CNCCC2(F)F)OC)CC2=CC=C(C=C2)OC)C=C1OC